(S)-1-(3,4-difluorophenyl)-5-(5-(3,5-dimethylisoxazol-4-yl)-1-((1S,4R)-4-ethoxycyclohexyl)-1H-benzo[d]imidazol-2-yl)pyrrolidin-2-one FC=1C=C(C=CC1F)N1C(CC[C@H]1C1=NC2=C(N1C1CCC(CC1)OCC)C=CC(=C2)C=2C(=NOC2C)C)=O